C(CCCCCCCCCCCCC)C1C2C=CC(C1)C2 5-tetradecylbicyclo[2.2.1]hept-2-ene